CN1C[C@@H]2[C@H](NC=3C=CC=C(C23)C)CC1 trans-2,9-Dimethyl-2,3,4,4a,5,9b-hexahydro-1H-pyrido[4,3-b]indole